4-(oxetan-3-ylamino)indoline-6-carbonitrile O1CC(C1)NC1=C2CCNC2=CC(=C1)C#N